FC1=C(C(=C(C=C1)[C@@H]1[C@H](OC2(COC2)C1)C(=O)NC1=CC(=NC=C1)C(=O)N)OC)C |o1:7,8| rel-4-((6S,7R)-7-(4-fluoro-2-methoxy-3-methylphenyl)-2,5-dioxaspiro[3.4]octane-6-carboxamido)picolinamide